N6-(2-methoxy-4-(4-methylpiperazin-1-yl)phenyl)-N4-methyl-3-(trifluoromethyl)-1H-pyrrolo[2,3-b]pyridine-4,6-diamine COC1=C(C=CC(=C1)N1CCN(CC1)C)NC=1C=C(C2=C(N1)NC=C2C(F)(F)F)NC